1-(4-fluoro-2-(iodomethyl)-2-methyl-2,3-dihydrobenzofuran-7-yl)ethan-1-one tert-butyl-4-((4-(trifluoromethyl)phenyl)amino)piperidine-1-carboxylate C(C)(C)(C)OC(=O)N1CCC(CC1)NC1=CC=C(C=C1)C(F)(F)F.FC1=CC=C(C2=C1CC(O2)(C)CI)C(C)=O